NC1=NC(=CC(=N1)N1[C@@H](COCCC1)C1=C(C=C(OC[C@@H](C)O)C=C1)Cl)C (R)-1-(4-((R)-4-(2-amino-6-methylpyrimidin-4-yl)-1,4-oxazepan-3-yl)-3-chlorophenoxy)-propan-2-ol